FC=1C=C(C=CC1OC1=CC=NC2=CC(=CN=C12)OC)NC(=O)C=1C=NC(=C(C1O)C1=C(C=C(C=C1)OC)F)C N-[3-fluoro-4-[(7-methoxy-1,5-naphthyridin-4-yl)oxy]phenyl]-5-(2-fluoro-4-methoxyphenyl)-4-hydroxy-6-methylpyridine-3-carboxamide